(R)-(1-(7-(2,2-Difluoroethoxy)-4-((1-(3-(difluoromethyl)-2-fluorophenyl)ethyl)amino)-2-Methylpyrido[2,3-d]pyrimidin-6-yl)-4-methylpiperidin-4-yl)carbamic acid tert-butyl ester C(C)(C)(C)OC(NC1(CCN(CC1)C1=CC2=C(N=C(N=C2N[C@H](C)C2=C(C(=CC=C2)C(F)F)F)C)N=C1OCC(F)F)C)=O